6-[1-(2,2-difluoroethyl)-1H-pyrazolo[3,4-b]pyrazin-6-yl]-2-[3-(trifluoromethyl)benzenesulfonyl]-2,6-diazaspiro[3.4]octane FC(CN1N=CC=2C1=NC(=CN2)N2CC1(CN(C1)S(=O)(=O)C1=CC(=CC=C1)C(F)(F)F)CC2)F